C(C)(C)OC(CCNC=1N=[N+](C2=C(N1)C=CC(=C2)C)[O-])=O 3-((3-Isopropoxy-3-oxopropyl)amino)-7-methylbenzo[e][1,2,4]triazine-1-oxide